diaminobicyclo[2.2.1]heptane NC1C2(CCC(C1)C2)N